2-(3,4,5-trimethoxyphenyl)oxazol-5(4H)-one COC=1C=C(C=C(C1OC)OC)C=1OC(CN1)=O